tert-butyl 2-(3-hydroxypropyl)piperidine-1-carboxylate OCCCC1N(CCCC1)C(=O)OC(C)(C)C